C(C)(C)(C)OC(=O)N1C[C@@H](CCC1)NC=1C=2N(C(=NN1)C1=C(C=C(C=C1)C(F)(F)F)OCOC)N=C(C2)C.C2=C(C=CC1=CC=CC=C21)C=2C1=CC=CC=C1C(=C1C=CC=CC21)C2=CC1=CC=CC=C1C=C2 9,10-bis(naphthalen-2-yl)Anthracene tert-Butyl-(R)-3-((7-(2-(methoxymethoxy)-4-(trifluoromethyl)phenyl)-2-methyl-pyrazolo[1,5-d][1,2,4]triazin-4-yl)amino)piperidine-1-carboxylate